C(=O)(O)CN1CCN(CCN(CC1)CC(=O)O)C(CN(CC(=O)O)CC(=O)O)CC1=CC=C(C=C1)N=C=S 2,2'-(2-(4,7-bis(carboxymethyl)-1,4,7-triazonan-1-yl)-(2-(4-isothiocyanatobenzyl))ethylazanediyl)diacetic acid